2-[3-(2,6-dimethylphenyl)-4-methoxy-phenyl]-5-methyl-3-oxido-N-[3-(pyrrolidine-1-carbonyl)phenyl]-1H-imidazol-3-ium-4-carboxamide CC1=C(C(=CC=C1)C)C=1C=C(C=CC1OC)C=1NC(=C([N+]1[O-])C(=O)NC1=CC(=CC=C1)C(=O)N1CCCC1)C